ClC1=C(N(C2=NC=CC=C21)COC)C2=CC=CC=C2 Chloro-1-(methoxymethyl)-2-phenylpyrrolo[2,3-b]pyridine